ClC1=CC=C(C(=N1)N(C1CN(C1)C(=O)OC(C)(C)C)C)C Tert-Butyl 3-((6-chloro-3-methylpyridin-2-yl)(methyl)amino)azetidine-1-carboxylate